(R)-8-((4-(difluoromethoxy)phenyl)sulfonyl)-3-((R)-2-oxa-7-azaspiro[4.4]non-7-yl)-1-oxa-8-azaspiro[4.5]decane FC(OC1=CC=C(C=C1)S(=O)(=O)N1CCC2(C[C@H](CO2)N2C[C@]3(CCOC3)CC2)CC1)F